3-((5-(2-(2-aminopyridin-3-yl)-5-phenyl-3H-imidazo[4,5-b]pyridin-3-yl)pyridin-2-yl)carbamoyl)bicyclo[3.1.0]hexane-6-carboxylic acid NC1=NC=CC=C1C1=NC=2C(=NC(=CC2)C2=CC=CC=C2)N1C=1C=CC(=NC1)NC(=O)C1CC2C(C2C1)C(=O)O